C1(CC1)C=1C=CC(=C(C1)NC(=O)C=1OC(=CC1)C1CCOCC1)N1CCC(CC1)(O)CC1CC1 N-(5-cyclopropyl-2-(4-(cyclopropylmethyl)-4-hydroxypiperidin-1-yl)phenyl)-5-(tetrahydro-2H-pyran-4-yl)furan-2-carboxamide